(4-(3-Methyloxyoxetan-3-yl)phenyl)(5-(4-(trifluoromethyl)phenyl)-3,4,5,6-tetrahydropyrrolo[3,4-c]pyrrol-2(1H)-yl)methanone COC1(COC1)C1=CC=C(C=C1)C(=O)N1CC=2CN(CC2C1)C1=CC=C(C=C1)C(F)(F)F